tert-butyl 4-[(2-amino-4-bromo-5-fluorophenyl)ethynyl]piperidine-1-carboxylate NC1=C(C=C(C(=C1)Br)F)C#CC1CCN(CC1)C(=O)OC(C)(C)C